C(C)(C)(C)N1N=C2C(N=CC(=C2)B(O)O)=N1 {2-tert-butyl-2H-[1,2,3]triazolo[4,5-b]pyridin-6-yl}boronic acid